3-(4-(2-(3,3-difluorocyclohexyl)-2-(1-ethyl-1H-pyrazole-5-carboxamido)acetamido)phenyl)-2-methyl-4-(trifluoromethyl)pyridine 1-oxide FC1(CC(CCC1)C(C(=O)NC1=CC=C(C=C1)C=1C(=[N+](C=CC1C(F)(F)F)[O-])C)NC(=O)C1=CC=NN1CC)F